5-((2R)-2-((3S,5R,8R,9S,10S,13R,14S)-3-([1,1'-biphenyl]-4-yl)-3-hydroxy-10,13-dimethylhexadecahydro-1H-cyclopenta[a]phenanthren-17-yl)propyl)-2-iminothiazolidin-4-one C1(=CC=C(C=C1)[C@@]1(CC[C@@]2([C@H]3CC[C@@]4(C(CC[C@H]4[C@@H]3CC[C@@H]2C1)[C@@H](CC1C(NC(S1)=N)=O)C)C)C)O)C1=CC=CC=C1